lithium tetra(2-methyl-8-hydroxyquinoline) boron [B].CC1=NC2=C(C=CC=C2C=C1)O.CC1=NC2=C(C=CC=C2C=C1)O.CC1=NC2=C(C=CC=C2C=C1)O.CC1=NC2=C(C=CC=C2C=C1)O.[Li]